S-Nitroso-Glutathion N(=O)SC[C@H](NC(CC[C@H](N)C(=O)O)=O)C(=O)NCC(=O)O